hydroxy-3-methoxy-5,8-dihydro-1,7-naphthyridine-7(6H)-carboxylic acid tert-butyl ester C(C)(C)(C)OC(=O)N1CCC=2C=C(C(=NC2C1)O)OC